C(C)(C)(C)OC(=O)N[C@H]1CN(CC[C@@H]2N(C1=O)[C@@H](CC2)C(=O)OC)C(CS(=O)(=O)C)=O methyl (5S,8S,10aR)-5-((tert-butoxycarbonyl)amino)-3-(2-(methylsulfonyl)acetyl)-6-oxodecahydropyrrolo[1,2-a][1,5]diazocine-8-carboxylate